3-(4-(2-(4-(2-acetoxy-3-chloropropoxy)-3-chlorophenyl)propan-2-yl)-2-chlorophenoxy)propane-1,2-diyl diacetate C(C)(=O)OCC(COC1=C(C=C(C=C1)C(C)(C)C1=CC(=C(C=C1)OCC(CCl)OC(C)=O)Cl)Cl)OC(C)=O